N-(6-(4-((1H-imidazol-4-yl)methyl)piperazin-1-yl)-2,2-dimethyl-2,3-dihydrobenzo-furan-5-yl)pyrazolo[1,5-a]pyrimidine-3-carboxamide N1C=NC(=C1)CN1CCN(CC1)C1=CC2=C(CC(O2)(C)C)C=C1NC(=O)C=1C=NN2C1N=CC=C2